OCC12CN(CCC2C1)C(=O)OC(C)(C)C tert-butyl 1-(hydroxymethyl)-3-azabicyclo[4.1.0]heptane-3-carboxylate